tert-butyl (R)-3-((2-azidoethyl)carbamoyl)piperazine-1-carboxylate N(=[N+]=[N-])CCNC(=O)[C@H]1CN(CCN1)C(=O)OC(C)(C)C